NC=1C(=NC(=C(N1)C#N)N)C#N 3,6-diamino-2,5-dicyano-pyrazine